acetamidobenzoic acid amide C(C)(=O)NC1=C(C(=O)N)C=CC=C1